methyl 2-(3-iodophenyl)-2,6,6-trimethyl-7-(meth-ylamino)heptanoate IC=1C=C(C=CC1)C(C(=O)OC)(CCCC(CNC)(C)C)C